N[C@H](C=1NC=2C(=NC(=CC2)C2(CCOCC2)C(=O)NCC2C(C2)(F)F)N1)C1CCC(CC1)(F)F 4-{2-[(S)-amino(4,4-difluorocyclohexyl)methyl]-1H-imidazo[4,5-b]pyridin-5-yl}-N-[(2,2-difluorocyclopropyl)methyl]tetrahydropyran-4-carboxamide